CC1=C(C=2N(C=C1C#CC(C)C)N=CN2)C 7,8-dimethyl-6-(3-methylbut-1-yn-1-yl)-[1,2,4]triazolo[1,5-a]pyridine